ClC1=C(C=C(C=2C3=C(N(C12)CC(F)(F)F)CCNC([C@@H]3C)=O)NC(CO)=O)Cl (R)-N-(7,8-Dichloro-1-methyl-2-oxo-6-(2,2,2-trifluoroethyl)-1,2,3,4,5,6-hexahydroazepino[4,5-b]indol-10-yl)-2-hydroxyacetamide